NCCCNCCCCCCNCCCN 1,6-bis-(3-aminopropylamino)hexane